[Cl-].C(C(=C)C)(=O)OC(C)[N+](C)(C)C α-methacryloyloxyethyltrimethylammonium chloride